CC(CCCC(=O)O)C.C(C)(=O)OCCC(C)C 3-methylbutyl acetate (3-methylbutyl acetate)